1,1,1-tri(diphenylphosphinomethyl)ethane (4-(benzylthio)-5-(methoxymethyl)-1-((2-(trimethylsilyl)ethoxy)methyl)-1H-imidazol-2-yl)(3-chloro-4-fluorophenyl)methyl-diisopropylcarbamate C(C1=CC=CC=C1)SC=1N=C(N(C1COC)COCC[Si](C)(C)C)CC(C)(N(C(O)=O)C(C)C)CC1=CC(=C(C=C1)F)Cl.C1(=CC=CC=C1)P(C1=CC=CC=C1)CC(C)(CP(C1=CC=CC=C1)C1=CC=CC=C1)CP(C1=CC=CC=C1)C1=CC=CC=C1